N-(4-(2-((3aR,5r,6aS)-5-benzyl-5-hydroxyhexa-hydrocyclopenta[c]pyrrol-2(1H)-yl)acetyl)phenyl)acetamide C(C1=CC=CC=C1)C1(C[C@@H]2[C@@H](CN(C2)CC(=O)C2=CC=C(C=C2)NC(C)=O)C1)O